1-(4-methoxyphenyl)vinyl-4-methoxybenzoat COC1=CC=C(C=C1)C(=C)OC(C1=CC=C(C=C1)OC)=O